(Z)-3-(3-(3,5-bis(trifluoromethyl)phenyl)-1H-1,2,4-triazol-1-yl)-2-(thiazol-2-yl)acrylamide FC(C=1C=C(C=C(C1)C(F)(F)F)C1=NN(C=N1)\C=C(\C(=O)N)/C=1SC=CN1)(F)F